O[C@@H](C(=O)OCC)CC(=O)OCC diethyl (R)-2-hydroxysuccinate